FC=1C=C2C3(C(NC2=CC1)=O)CC3 5'-Fluorospiro[cyclopropane-1,3'-indolin]-2'-one